ClC1=CC(=C(S1)C1=CC=C(C=C1)OCOC)C(=O)OCC ethyl 5-chloro-2-[4-(methoxymethoxy)phenyl]thiophene-3-carboxylate